C(C)(=O)OCCCCCC\C=C/CCCCC (Z)-7-Tridecenyl acetate